ClC1=C(C=C(C=C1)C1=CC(=CC=C1)C(Br)Br)C(=O)OC methyl 4-chloro-3'-(dibromomethyl)-[1,1'-biphenyl]-3-carboxylate